C(C)SC=1C=CC(=NC1)CC(=O)N 2-(5-(ethylsulfanyl)pyridin-2-yl)acetamide